6-[(2S)-2-amino-1,1-difluoropropyl]-7-bromo-N-[(thiophen-2-yl)methyl]thieno[3,2-c]pyridazin-4-amine N[C@H](C(F)(F)C1=C(C=2N=NC=C(C2S1)NCC=1SC=CC1)Br)C